(R)-1-(1-acryloylpiperidin-3-yl)-4-amino-N-(4-methylbenzo[d]oxazol-2-yl)-1H-pyrazolo[3,4-d]pyrimidine-3-carboxamide C(C=C)(=O)N1C[C@@H](CCC1)N1N=C(C=2C1=NC=NC2N)C(=O)NC=2OC1=C(N2)C(=CC=C1)C